N-(3-(4'-((1-methyl-1H-1,2,4-triazol-3-yl)methoxy)-4,5,5',6'-tetrahydro-2H-spiro[furan-3,8'-pyrano[3,4-b]pyridin]-2'-yl)-1-methyl-1H-pyrrolo[2,3-c]pyridin-5-yl)acetamide CN1N=C(N=C1)COC1=C2C(=NC(=C1)C1=CN(C3=CN=C(C=C31)NC(C)=O)C)C3(OCC2)COCC3